((tert-butyldimethylsilyl)oxy)-1,1-diphenylpropan-2-ol [Si](C)(C)(C(C)(C)C)OC(C(C)O)(C1=CC=CC=C1)C1=CC=CC=C1